CN(C(C)=O)CC1=CC=C(C=C1)B(O)O 4-((N-METHYLACETAMIDO)METHYL)PHENYLBORONIC ACID